[Pd].[P](Cl)Cl Phosphorus dichloride palladium